O=C1N(CCC(N1)=O)N1C(C2=CC=C(C=C2C1=O)CN1CCC(CC1)C1=NOC2=C1C=CC(=C2)F)=O 2-(2,4-dioxotetrahydropyrimidin-1(2H)-yl)-5-((4-(6-fluorobenzo[d]isoxazol-3-yl)piperidin-1-yl)methyl)isoindoline-1,3-dione